S(=O)(=O)(O)CCC(=O)N 3-sulfopropanamide